CNC(C1=CC(=CC=C1)CN1C=NC2=CC(=CC=C2C1=O)C=1C=NNC1)=O N-methyl-3-((4-oxo-7-(1H-pyrazol-4-yl)quinazolin-3(4H)-yl)methyl)benzamide